Rac-6-((1S,4S,7S)-7-amino-2-azabicyclo[2.2.1]heptan-2-yl)-3-(4-chloro-2-ethyl-2H-indazol-5-yl)-5-methyl-1,5-dihydro-4H-pyrazolo[3,4-d]pyrimidin-4-one N[C@@H]1[C@H]2N(C[C@@H]1CC2)C=2N(C(C1=C(N2)NN=C1C1=C(C2=CN(N=C2C=C1)CC)Cl)=O)C |r|